methyl (E)-2-((tert-butoxycarbonyl)amino)-3-(2,5-dimethoxyphenyl)-acrylate C(C)(C)(C)OC(=O)N\C(\C(=O)OC)=C\C1=C(C=CC(=C1)OC)OC